methylimidazolium methansulfonate CS(=O)(=O)[O-].CC=1NC=C[NH+]1